C(C1=CC=CC=C1)NCC(O)C N-benzyl-methylethanolamine